C1(CCC1)C=1C(=NN(C1C1=CC=C(C=C1)F)CC(F)(F)F)NC(=O)C1(CC1)C(C)(F)F N-(4-cyclobutyl-5-(4-fluorophenyl)-1-(2,2,2-trifluoroethyl)-1H-pyrazol-3-yl)-1-(1,1-difluoroethyl)cyclopropane-1-carboxamide